C1(CC1)C1=NC=NC(=C1C=1N=C(C2=C(N1)CCN(C2)C(=O)OC(C)(C)C)NCC2=CC=C(C=C2)C=2N(C=C(N2)C(F)(F)F)C)OC tert-butyl 2-(4-cyclopropyl-6-methoxypyrimidin-5-yl)-4-((4-(1-methyl-4-(trifluoromethyl)-1H-imidazol-2-yl)benzyl)amino)-7,8-dihydropyrido[4,3-d]pyrimidine-6(5H)-carboxylate